1-allyl-3-methylbenzene C(C=C)C1=CC(=CC=C1)C